N-[4-[(6,7-dimethoxy-1,5-naphthyridin-4-yl)oxy]-3-fluorophenyl]-6-(4-fluoro-2-methylphenyl)-2,3-dimethyl-5-oxopyridazine-4-carboxamide COC=1N=C2C(=CC=NC2=CC1OC)OC1=C(C=C(C=C1)NC(=O)C1=C(N(N=C(C1=O)C1=C(C=C(C=C1)F)C)C)C)F